C(C)OC1=C(C(=O)NCC2=CC(=CC=C2)C=2SC=CN2)C=C(C=C1)C=1C=NC=CC1 2-ethoxy-5-(pyridin-3-yl)-N-(3-(thiazol-2-yl)benzyl)benzamide